Cl.CC=1N=C(C2=C(N1)C=NC(=C2)P2(CCNCC2)=O)N[C@H](C)C2=C(C(=CC=C2)C(F)(F)F)C 4-[2-methyl-4-({(1R)-1-[2-methyl-3-(trifluoromethyl)phenyl]ethyl}amino)-pyrido[3,4-d]pyrimidin-6-yl]-1,4lambda5-azaphosphinan-4-one hydrogen chloride